N-(4-(2-(3-Fluoro-2-hydroxyphenyl)propyl)-6-(((R)-1-hydroxy-4-methylpentan-2-yl)amino)-1,3,5-triazin-2-yl)methanesulfonamide FC=1C(=C(C=CC1)C(CC1=NC(=NC(=N1)N[C@@H](CO)CC(C)C)NS(=O)(=O)C)C)O